3,3'-(Propane-2,2-diylbis(sulfanediyl))dipropionic acid CC(C)(SCCC(=O)O)SCCC(=O)O